5-chloro-7-(pyrrolidin-1-yl)thiazolo[5,4-d]pyrimidine ClC=1N=C(C2=C(N1)SC=N2)N2CCCC2